(2S,3R)-1-(6-bromo-[1,2,4]triazolo[1,5-a]pyrazin-8-yl)-2-methyl-azetidin-3-ol BrC=1N=C(C=2N(C1)N=CN2)N2[C@H]([C@@H](C2)O)C